C1=CCCCCCC1 5'trans-cyclooctene